2-(((R)-1-(2-((R)-4,4-difluoro-3-methylpiperidin-1-yl)-3,7-dimethyl-4-oxo-4H-pyrido[1,2-a]pyrimidin-9-yl)ethyl)amino)benzoic acid FC1([C@@H](CN(CC1)C=1N=C2N(C(C1C)=O)C=C(C=C2[C@@H](C)NC2=C(C(=O)O)C=CC=C2)C)C)F